CN(C([C@H](CC(=O)O)N(C)C(=O)OCC1C2=CC=CC=C2C=2C=CC=CC12)=O)C (3S)-4-(dimethylamino)-3-[9H-fluoren-9-ylmethoxycarbonyl-(methyl)amino]-4-oxo-butyric acid